1-(methoxymethyl)cyclopentan-1-amine COCC1(CCCC1)N